ClCC=1C(=NC=CC1OC)C 3-(chloromethyl)-4-methoxy-2-methylpyridine